ClC1=NN(C2=NC(=NC=C21)Cl)CCCOC2=NN(C(=C2[N+](=O)[O-])C)[C@H]2COCCC2 |r| (±)-3,6-dichloro-1-(3-((5-methyl-4-nitro-1-(tetrahydro-2H-pyran-3-yl)-1H-pyrazolyl)oxy)propyl)-1H-pyrazolo[3,4-d]pyrimidine